N1(CC1)CC(C)N1CC1 1,2-bisaziridinyl-propane